C(C)(C)(C)OC(NC=1C=NC(=C(C1N1CCOCC1)F)N(CC1=CC=C(C=C1)OC)CC1=CC=C(C=C1)OC)=O (6-(bis(4-methoxybenzyl)amino)-5-fluoro-4-morpholinylpyridin-3-yl)carbamic acid tert-butyl ester